C(C)SC=1C=C(C=CC1C1=NC2=C(N=NC(=C2)C(F)(F)F)N1C)CC#N 2-[3-ethylsulfanyl-4-[7-methyl-3-(trifluoromethyl)imidazo[4,5-c]pyridazin-6-yl]phenyl]acetonitrile